tert-butyl (4-(3-(piperidine-1-carbonyl)benzyl)phenyl)carbamate N1(CCCCC1)C(=O)C=1C=C(CC2=CC=C(C=C2)NC(OC(C)(C)C)=O)C=CC1